tryptophan, sodium salt [Na+].N[C@@H](CC1=CNC2=CC=CC=C12)C(=O)[O-]